(3-aminopyrrolidin-1-yl)-[(R-2R,6R)-6-methyl-4-[8-(trifluoromethyl)-5-quinolyl]morpholin-2-yl]methanone NC1CN(CC1)C(=O)[C@H]1CN(C[C@H](O1)C)C1=C2C=CC=NC2=C(C=C1)C(F)(F)F